4-(6-acetamidobenzo[d][1,3]dioxol-4-yl)butyric acid C(C)(=O)NC=1C=C(C2=C(OCO2)C1)CCCC(=O)O